isobutyl (trifluoromethanesulfonate) FC(S(=O)(=O)OCC(C)C)(F)F